O=P1OC2=C(C3=C1C=CC=C3)C=CC=C2 6-oxo-6H-dibenzo-(C,e)(1,2)-oxaphosphorin